O1CCN=CC2=C1C=CC=C2 2,3-dihydrobenzo[f][1,4]oxazepine